COC([C@@H](NC(=O)OCC1C2=CC=CC=C2C2=CC=CC=C12)CC1=CNC2=CC=CC=C12)=O Fmoctryptophan methyl ester